yttrium propoxybisethylacetoacetate C(CC)OC(C(CC(=O)[O-])=O)(CC)CC.[Y+3].C(CC)OC(C(CC(=O)[O-])=O)(CC)CC.C(CC)OC(C(CC(=O)[O-])=O)(CC)CC